4-(tert-butyl-dimethyl-silanyloxymethyl)-aniline C(C)(C)(C)[SiH2]OC(C1=CC=C(N)C=C1)(C)C